ClC1=CC=C2C(=CC(=NC2=C1Cl)N1CC(N(CC1)C(CO)=O)C(=O)O)N1C=NC=C1 4-(7,8-dichloro-4-(1H-imidazol-1-yl)quinolin-2-yl)-1-(2-hydroxyacetyl)piperazine-2-carboxylic acid